5-fluoro-6-(trifluoro-methyl)pyridine FC=1C=CC=NC1C(F)(F)F